C1(CC1)CN1CC[C@@]23[C@@](CC4=C(N(N=C4C2)C2=CC=NC=C2)C)([C@H]1CC=1C=CC(=CC13)OC)O (6R,6aS,11aR)-14-(cyclopropylmethyl)-2-methoxy-8-methyl-9-(pyridin-4-yl)-5,6,9,11-tetrahydro-6,11a-(epiminoethano)naphtho[2,1-f]indazol-6a(7H)-ol